5-amino-1,10-phenanthroline NC1=C2C=CC=NC2=C2N=CC=CC2=C1